ClC1=CC=2C(N=C1C1=CC(=CC3=CC=CC=C13)OC)=NSC2N2CCN(CC2)C(C=C)=O 1-(4-(5-chloro-6-(3-methoxy-1-naphthyl)[1,2]thiazolo[3,4-b]pyridin-3-yl)-1-piperazinyl)-2-propen-1-one